ethyl 3-amino-1-[(3S,4R)-4-cyanotetrahydro-2H-pyran-3-yl]-1H-pyrazole-4-carboxylate NC1=NN(C=C1C(=O)OCC)[C@@H]1COCC[C@H]1C#N